2-{6-azaspiro[2.5]oct-6-yl}-6-bromopyridin-3-amine C1CC12CCN(CC2)C2=NC(=CC=C2N)Br